methyl-phosphonous acid mono-n-butyl ester C(CCC)OP(O)C